CC=1C(=C(C(=O)OC2CCC(CC2)C2CCC(CC2)O)C(=CC1F)F)NC(=O)C1=C(C=CC=2N=C(SC21)N2C1COCC2C1)OC 4,4'-bicyclohexanediol Methyl-2-(2-(3-oxa-6-azabicyclo[3.1.1]heptan-6-yl)-6-methoxybenzo[d]thiazole-7-carboxamido)-4,6-difluorobenzoate